3-[4-(difluoromethoxy)-2-(methoxymethoxy)-6-methylphenyl]-7-{(1s,3s)-3-[(4-methoxybenzyl)oxy]-3-methylcyclobutyl}-7H-pyrrolo[2,3-c]pyridazine-5-carbonitrile FC(OC1=CC(=C(C(=C1)C)C1=CC2=C(N=N1)N(C=C2C#N)C2CC(C2)(C)OCC2=CC=C(C=C2)OC)OCOC)F